tert-butyl 1-(2,6-dioxopiperidin-3-yl)-3-methyl-2-oxo-1,2,3,5,7,8-hexahydro-6H-imidazo[4,5-g]isoquinoline-6-carboxylate O=C1NC(CCC1N1C(N(C=2C1=CC=1CCN(CC1C2)C(=O)OC(C)(C)C)C)=O)=O